((4-(difluoromethyl)benzyl)oxy)-1-naphthalenealdehyde FC(C1=CC=C(COC2=C(C3=CC=CC=C3C=C2)C=O)C=C1)F